OC1C(=O)OCC(C1O)O 2,3,4-Trihydroxyvalerolactone